ClC1=NC=C(C(=C1)C1=C(C=NC(=C1)C)C(=O)NC=1SC2=C(N1)C=C(C=C2)OCC=2N=NNN2)OC 2'-chloro-5'-methoxy-6-methyl-N-{5-[(2H-1,2,3,4-tetrazol-5-yl)methoxy]-1,3-benzothiazol-2-yl}-[4,4'-bipyridine]-3-carboxamide